(2S)-N-{4-[5-Cyclopropyl-3-(4-fluorophenyl)-4-oxo-4,5-dihydro-1H-pyrrolo[3,2-c]pyridin-2-yl]pyridin-2-yl}-4,4-difluoro-2-(4-fluorophenyl)butanamid C1(CC1)N1C(C2=C(C=C1)NC(=C2C2=CC=C(C=C2)F)C2=CC(=NC=C2)NC([C@@H](CC(F)F)C2=CC=C(C=C2)F)=O)=O